OC=1C=C(C=CC1OC)/C=C/C(=O)C1=CC=C(OC(C(=O)O)C)C=C1 2-[4-[(E)-3-(3-Hydroxy-4-methoxyphenyl)prop-2-enoyl]phenoxy]propanoic acid